ethyl 3-cyclopropyl-1-((3,3-difluoro-1-methylcyclobutyl)methyl)-4-(trifluoromethyl)-1H-pyrazole-5-carboxylate C1(CC1)C1=NN(C(=C1C(F)(F)F)C(=O)OCC)CC1(CC(C1)(F)F)C